(3aS,5aS,8R,9R,10aS)-9-(tert-butyl)-9-hydroxy-2,4,7-trioxo-6-(4-fluorophenyl)octahydro-4H,9H-furo[3'',2'':2',3']cyclopenta[1',2':3,4]furo[2,3-b]pyrrol-8-yl benzoate C(C1=CC=CC=C1)(=O)O[C@@H]1C23[C@@H](N(C1=O)C1=CC=C(C=C1)F)OC([C@]21[C@H](C[C@@]3(O)C(C)(C)C)OC(C1)=O)=O